acetic acid 2-((3-fluoro-4-(4,4,5,5-tetramethyl-1,3,2-dioxaborolan-2-yl) phenyl) amino)-1-(3-fluorophenyl)-2-oxoethyl ester FC=1C=C(C=CC1B1OC(C(O1)(C)C)(C)C)NC(C(C1=CC(=CC=C1)F)OC(C)=O)=O